F[P-](F)(F)(F)(F)F.N1(CCCC1)[CH+]N1CCCC1 bis(tetrahydropyrrolyl)carbenium hexafluorophosphate